COC(C1=C(C(=NC=C1)OC1=C2C=NN(C2=CC(=C1Cl)F)C1OCCCC1)NC(CC#N)=O)=O 2-((5-chloro-6-fluoro-1-(tetrahydro-2H-pyran-2-yl)-1H-indazol-4-yl)oxy)-3-(2-cyanoacetamido)isonicotinic acid methyl ester